(E)-3-((tert-butylsulfinyl)imino)azepane-1-carboxylic acid tert-butyl ester C(C)(C)(C)OC(=O)N1C/C(/CCCC1)=N/S(=O)C(C)(C)C